7-methyl-3-(piperidin-4-yl)-1-((3-(trifluoromethyl)pyridin-2-yl)methyl)-1,8-naphthyridin-2(1H)-one CC1=CC=C2C=C(C(N(C2=N1)CC1=NC=CC=C1C(F)(F)F)=O)C1CCNCC1